C(C)(C)(C)OC(=O)NC1(CC2=CC(=CC=C2CC1)OC1=C(C=CC=C1)C1=CC=C(C=C1)C(F)(F)F)C(=O)OC methyl 2-((tert-butoxycarbonyl) amino)-7-((4'-trifluoromethyl-[1,1'-biphenyl]-2-yl) oxy)-1,2,3,4-tetrahydronaphthalene-2-carboxylate